C1(CC1)C1=C(C(=NO1)C1=C(C=CC=C1Cl)Cl)C(=O)OC1C[C@H]2CC[C@@H](C1)N2S(=O)(=O)C=2C=C(C(=O)O)C=CC2 3-[(1R,3R,5S)-3-[[5-cyclopropyl-3-(2,6-dichlorophenyl)-1,2-oxazol-4-yl]carbonyloxy]-8-azabicyclo[3.2.1]octane-8-sulfonyl]benzoic acid